OC12CC3(CC(C[C@H](C1)C3)C2)NCC(=O)N2[C@@H](CCC2)C#N (2S)-1-(((1S,3R,5S)-3-hydroxyadamantan-1-yl)glycyl)pyrrolidine-2-carbonitrile